N=1N=CN2C1C=CC(=C2)C2=CNC=1N=C(N=CC12)NC1C[C@@H]2[C@@H](CN(C2)C(C)=O)C1 1-((3aR,5r,6aS)-5-((5-([1,2,4]triazolo[4,3-a]pyridin-6-yl)-7H-pyrrolo[2,3-d]pyrimidin-2-yl)amino)hexahydrocyclopenta[c]pyrrol-2(1H)-yl)ethan-1-one